COC1(CC(C1)(C=O)C)OC 3,3-dimethoxy-1-methylcyclobutane-1-carbaldehyde